5-(5-chloro-2-((2R,3R)-3-(methylamino)tetrahydro-2H-pyran-2-yl)-7-((thiophen-2-ylmethyl)amino)thieno[3,2-b]pyridin-3-yl)pent-4-yn-1-ol trifluoroacetate FC(C(=O)O)(F)F.ClC1=CC(=C2C(=N1)C(=C(S2)[C@@H]2OCCC[C@H]2NC)C#CCCCO)NCC=2SC=CC2